ClC1=C(C(=O)NC=2C=NC(=C(C2)Cl)N2CC=3N(CC2)N=C(N3)C(F)(F)F)C=C(C(=C1)C1=C(C=NC=C1)C#C)F 2-Chloro-N-(5-chloro-6-(2-(trifluoromethyl)-5,6-dihydro-[1,2,4]triazolo[1,5-a]pyrazine-7(8H)-yl)pyridin-3-yl)-4-(3-ethynylpyridin-4-yl)-5-fluorobenzamide